FC(C(=O)O)(F)F.N=1C=NN2C1C=C(C=C2)OC2=C(C=C(C=C2)NC=2C1=C(N=CN2)C=C(C(=N1)C=1CCNCC1)OC)C N-(4-([1,2,4]triazolo[1,5-a]pyridin-7-yloxy)-3-methylphenyl)-7-methoxy-6-(1,2,3,6-tetrahydropyridin-4-yl)pyrido[3,2-d]pyrimidin-4-amine trifluoroacetate